NC[C@@]1([C@@H]2CCN(C[C@H]12)C1=CN=C2C(=N1)NN=C2C2=C(C1=CN(N=C1C=C2)CC(=O)N)Cl)C2=C(C=CC=C2)F 2-(5-(6-((1S,6R,7R)-7-(aminomethyl)-7-(2-fluorophenyl)-3-azabicyclo[4.1.0]heptan-3-yl)-1H-pyrazolo[3,4-b]pyrazin-3-yl)-4-chloro-2H-indazol-2-yl)acetamide